tert-butyl 5-(((2-fluoropyridin-3-yl) methyl) ((1-(phenylsulfonyl)-1H-indol-3-yl)methyl)amino)pentylcarbamate FC1=NC=CC=C1CN(CCCCCNC(OC(C)(C)C)=O)CC1=CN(C2=CC=CC=C12)S(=O)(=O)C1=CC=CC=C1